N'-{5-(difluoromethyl)-2-methyl-4-[3-(trimethylsilyl)propoxy]phenyl}-N-ethyl-N-methylimidoformamide FC(C=1C(=CC(=C(C1)N=CN(C)CC)C)OCCC[Si](C)(C)C)F